thiodimethyl alcohol S(CO)CO